3-((S)-3-((R)-8-(3-(6-aminopyridin-3-yl)phenylsulfonyl)-1-oxa-8-azaspiro[4.5]dec-3-ylamino)-2-hydroxypropoxyl)-N-methylbenzenesulfonamide NC1=CC=C(C=N1)C=1C=C(C=CC1)S(=O)(=O)N1CCC2(C[C@H](CO2)NC[C@@H](COC=2C=C(C=CC2)S(=O)(=O)NC)O)CC1